(S)-1-((2'-chloro-5-(difluoromethyl)-[3,4'-bipyridin]-6-yl)oxy)-2,4-dimethylpentan-2-amine ClC1=NC=CC(=C1)C=1C=NC(=C(C1)C(F)F)OC[C@](CC(C)C)(N)C